[O-]CCCC.[O-]CCCC.C1(C=CC=C1)[Ti+2] cyclopentadienyl-titanium dibutoxide